8-hydroxy-5-azaspiro-[3.4]oct-7-en-6-one OC1=CC(NC12CCC2)=O